5-bromo-6-chloro-3-indolyl-toluidine phosphate P(=O)(O)(O)O.BrC1=CC(=C(C(N)=C1Cl)C)C=1NC2=CC=CC=C2C1